C(C)(=O)N1[C@H]([C@@H]([C@H](C2=CC(=NC(=C12)OC)Br)NC(OCC1=CC=CC=C1)=O)C)C1CC1 |r| rac-benzyl ((2S,3R,4R)-1-acetyl-6-bromo-2-cyclopropyl-8-methoxy-3-methyl-1,2,3,4-tetrahydro-1,7-naphthyridin-4-yl)carbamate